NC1=NC=2C=C(C=CC2C2=C1N=C(N2CC(C)(C)O)CCOC)C=2C=C(C=CC2)CS(=O)(=O)N {3-[4-amino-1-(2-hydroxy-2-methylpropyl)-2-(methoxyethyl)-1H-imidazo[4,5-c]quinolin-7-yl]phenyl}methanesulfonamide